N-(3-(5-(Morpholinomethyl)-1-((2-(trimethylsilyl)ethoxy)methyl)-1H-benzo[d]imidazol-2-yl)-1-((2-(trimethylsilyl)ethoxy)methyl)-1H-pyrazol-4-yl)-2-phenylpyrimidin-4-amine O1CCN(CC1)CC1=CC2=C(N(C(=N2)C2=NN(C=C2NC2=NC(=NC=C2)C2=CC=CC=C2)COCC[Si](C)(C)C)COCC[Si](C)(C)C)C=C1